N1CCC2=CC(=CC=C12)N1CCOCC1 4-(indolin-5-yl)morpholine